vinyltri(β-methoxyethoxy)silane N-(2-isopropoxy-1,1-dimethyl-ethyl)carbamate C(C)(C)OCC(C)(C)NC(O)=O.C(=C)[Si](OCCOC)(OCCOC)OCCOC